(R)-8-(8-((1H-indazol-6-yl)thio)imidazo[1,2-c]pyrimidin-5-yl)-8-azaspiro[4.5]decan-1-amine N1N=CC2=CC=C(C=C12)SC=1C=2N(C(=NC1)N1CCC3(CCC[C@H]3N)CC1)C=CN2